tert-butyl 3-methoxy-3-[5-[2-(6-methoxy-2-methyl-quinazolin-4-yl)sulfanylacetyl]-2-thienyl]pyrrolidine-1-carboxylate COC1(CN(CC1)C(=O)OC(C)(C)C)C=1SC(=CC1)C(CSC1=NC(=NC2=CC=C(C=C12)OC)C)=O